(E)-2-fluoro-5-(4-methoxystyryl)benzaldehyde FC1=C(C=O)C=C(C=C1)\C=C\C1=CC=C(C=C1)OC